OC=1C=C(C=C2CCN(C(C12)=O)CC1=CC(=CC=C1)C(F)(F)F)OC 8-hydroxy-6-methoxy-2-(3-trifluoromethyl-benzyl)-3,4-dihydroisoquinolin-1(2H)-one